2-Fluoro-N-(5-fluoro-2-methyl-3-(6-(4-((4-(piperidin-4-yloxy)piperidin-1-yl)methyl)phenyl)-7H-pyrrolo[2,3-d]pyrimidin-4-yl)phenyl)-4-(2-hydroxypropan-2-yl)benzamide FC1=C(C(=O)NC2=C(C(=CC(=C2)F)C=2C3=C(N=CN2)NC(=C3)C3=CC=C(C=C3)CN3CCC(CC3)OC3CCNCC3)C)C=CC(=C1)C(C)(C)O